tert-butyl ((4-(aminomethyl)cyclohexyl)methyl)carbamate NCC1CCC(CC1)CNC(OC(C)(C)C)=O